5-Amino-3-[5-(1-[[3-(2,2-dimethylpropyl)-1,2-oxazol-5-yl]carbamoyl]ethyl)pyridin-2-yl]-1-[1,1,1-trifluoropropan-2-yl]pyrazole-4-carboxamide NC1=C(C(=NN1C(C(F)(F)F)C)C1=NC=C(C=C1)C(C)C(NC1=CC(=NO1)CC(C)(C)C)=O)C(=O)N